tert-butyl 3-[(2-methylpyridin-4-yl)methylene]azetidine-1-carboxylate CC1=NC=CC(=C1)C=C1CN(C1)C(=O)OC(C)(C)C